N[C@@H]([C@@H](C)CC)C(=O)O.O=C([C@H](O)[C@@H](O)[C@H](O)[C@H](O)CO)O gluconic acid-isoleucine salt